5,10,15,20-tetrakis(4-sulfophenyl)-21H-porphyrin S(=O)(=O)(O)C1=CC=C(C=C1)C=1C2=CC=C(N2)C(=C2C=CC(C(=C3C=CC(=C(C=4C=CC1N4)C4=CC=C(C=C4)S(=O)(=O)O)N3)C3=CC=C(C=C3)S(=O)(=O)O)=N2)C2=CC=C(C=C2)S(=O)(=O)O